N-[(2S)-1-(1H-1,2,3-triazol-1-yl)propan-2-yl]pyrazine-2-carboxamide N1(N=NC=C1)C[C@H](C)NC(=O)C1=NC=CN=C1